C(#N)C=1C=CC(=NC1)NC1=NC=C(C(=O)NOC)C=C1 6-((5-cyanopyridin-2-yl)amino)-N-methoxynicotinamide